[Li].CN1C(=NC(=C1)S(=O)(=O)N1CC(C1)C(=O)O)C 1-((1,2-dimethyl-1H-imidazol-4-yl)sulfonyl)azetidine-3-carboxylic acid lithium